tert-butyl (2R)-2-(tert-butoxycarbonylamino)-3-(trifluoromethylsulfanyl)-propionate C(C)(C)(C)OC(=O)N[C@H](C(=O)OC(C)(C)C)CSC(F)(F)F